CSC(C(=O)N1C(CCCC1)C=1NC(=CN1)C1=CC=C(C=O)C=C1)C 4-(2-(1-(2-(methylthio)propionyl)piperidin-2-yl)-1H-imidazol-5-yl)benzaldehyde